N(=[N+]=[N-])CC1=C2C=CNC2=CC(=C1OC1=CC(=C(C=C1)F)C1=NN(C=N1)C(CCCOC(C)(C#C)C)C1=CC(=CC=C1)Br)F 4-(azidomethyl)-5-(3-(1-(1-(3-bromophenyl)-4-((2-methylbut-3-yn-2-yl)oxy)butyl)-1H-1,2,4-triazol-3-yl)-4-fluorophenoxy)-6-fluoro-1H-indole